(5-methoxypyrazin-2-yl)methanol COC=1N=CC(=NC1)CO